C(C)N(C1=CC=C(C=C1)C(CCCCC)([Li])C1=CC(=CC=C1)C(CCCCC)(C1=CC=C(C=C1)N(CC)CC)[Li])CC 1,3-bis(1-(4-(diethylamino)phenyl)1-lithiohexyl)benzene